tris(hydroxycarbonylphenyl)sulfonium OC(=O)C1=C(C=CC=C1)[S+](C1=C(C=CC=C1)C(=O)O)C1=C(C=CC=C1)C(=O)O